N-(4-hydroxybenzyl)-6-fluoro-4-oxospiro[chromane-2,4'-piperidine]-1'-carboxamide OC1=CC=C(CNC(=O)N2CCC3(CC2)OC2=CC=C(C=C2C(C3)=O)F)C=C1